methyl (S)-2-(5-(4-chlorophenyl)-2-oxo-2,3-dihydro-1H-benzo[e][1,4]diazepin-3-yl)acetate ClC1=CC=C(C=C1)C=1C2=C(NC([C@@H](N1)CC(=O)OC)=O)C=CC=C2